2-(6-amino-5-(8-(2-((4-aminocyclohexyl)ethynyl)pyridin-4-yl)-3,8-diazabicyclo[3.2.1]octan-3-yl)pyridazin-3-yl)phenol NC1=C(C=C(N=N1)C1=C(C=CC=C1)O)N1CC2CCC(C1)N2C2=CC(=NC=C2)C#CC2CCC(CC2)N